C1(=CC=CC=C1)NC(=O)N[C@@H](CCCCNC(=O)NC1=CC=CC=C1)C(=O)O N,N'-di(phenylaminocarbonyl)-lysine